CN(C(OC(C)(C)C)=O)C1CC(C1)CO tert-butyl N-methyl-N-[(1r,3r)-3-(hydroxymethyl)cyclobutyl]carbamate